2-[8-(3-fluoropropyl)-1-naphthyl]-4,4,5,5-tetramethyl-1,3,2-dioxaborolane FCCCC=1C=CC=C2C=CC=C(C12)B1OC(C(O1)(C)C)(C)C